COC1=C(C=C(C=C1)OC)NC(NC=1C=CC2=C(N=C(S2)NS(=O)(=O)C2=CC=CC=C2)C1)=O N-(5-(3-(2,5-dimethoxyphenyl)ureido)benzo[d]thiazol-2-yl)benzenesulfonamide